CN1C=CC=2C(=CC=CC12)C(=O)O 1-methyl-1H-indole-4-carboxylic Acid